BrC1=CC=CC(=N1)C(C#N)(C)C=1C=NN(C1)C 2-(6-bromo-2-pyridyl)-2-(1-methylpyrazol-4-yl)propanenitrile